COC(=O)C=1N=COC1C1=C(C(=O)O)C=CC(=C1)OC1=CC=CC=C1 2-[4-(methoxycarbonyl)oxazol-5-yl]4-phenoxybenzoic acid